C(C)(C)(C)OC(=O)N1CC2(CC1)CCN(CC2)C2=C(C(N(C1=CC(=CC=C21)N2CCN(CC2)C)C)=O)C#N 8-[3-Cyano-1-methyl-7-(4-methylpiperazin-1-yl)-2-oxo-1,2-dihydroquinolin-4-yl]-2,8-diazaspiro[4.5]decane-2-carboxylic acid tert-butyl ester